O=C1NC(CC[C@@H]1N1C(C2=CC=C(C=C2C1=O)N1CCC(CC1)CN1CCN(CC1)C=1C=C(CNC2=C3N=CN(C3=NC=N2)C2CC(C2)NC(C2=NC(=CC=C2)C)=O)C=CC1)=O)=O N-((1s,3s)-3-(6-((3-(4-((1-(2-(2,6-dioxopiperidin-3-yl)-1,3-dioxoisoindolin-5-yl)piperidin-4-yl)methyl)piperazin-1-yl)benzyl)amino)-9H-purin-9-yl)cyclobutyl)-6-methylpicolinamide